NC1=CC(=C(C=C1)N1N=C(C=2C=NC(=CC21)Cl)C(=O)OC)OC Methyl 1-(4-amino-2-methoxyphenyl)-6-chloro-1H-pyrazolo[4,3-c]pyridine-3-carboxylate